COC1=CC=C(C=N1)SC1=CC=C(C(=O)OC)C=C1 methyl 4-[(6-methoxy-3-pyridyl)sulfanyl]benzoate